4-[4,5-dihydro-5-(trifluoromethyl)-5-[3-(trifluoromethyl)phenyl]-3-isoxazolyl]furo[2,3-c]pyridine-7-methanol FC(C1(CC(=NO1)C1=C2C(=C(N=C1)CO)OC=C2)C2=CC(=CC=C2)C(F)(F)F)(F)F